C(CCCCCCCCC)[SiH](C1=CC=C(C=C1)C12CC3CC(CC(C1)C3)C2)C decylmethyl-(4-adamantylphenyl)silane